Rac-5-[4-amino-2-(N-(2-amino-1-methyl-2-oxo-ethyl)-4-fluoro-anilino)thiazole-5-carbonyl]isoxazole-3-carboxylic acid ethyl ester C(C)OC(=O)C1=NOC(=C1)C(=O)C1=C(N=C(S1)N(C1=CC=C(C=C1)F)[C@@H](C(=O)N)C)N |r|